tert-butyl 7-[8-({8-fluoro-2-methylimidazo[1,2-a]pyridin-6-yl}carbamoyl)-2-methylquinolin-5-yl]-1,7-diazaspiro[3.5]nonane-1-carboxylate FC=1C=2N(C=C(C1)NC(=O)C=1C=CC(=C3C=CC(=NC13)C)N1CCC3(CCN3C(=O)OC(C)(C)C)CC1)C=C(N2)C